C1(CC1)C=1C(=NN(C1C(=O)OCC)CC(=O)C1=NC(=C(C=C1)C)C)C(=O)OCC Diethyl 4-cyclopropyl-1-[2-(5,6-dimethylpyridin-2-yl)-2-oxoethyl]-1H-pyrazole-3,5-dicarboxylate